(1S,3S)-N'-(3-Methoxy-[2,3'-bipyridin]-6'-yl)-N3-(6-methyl-1,2,4-triazin-3-yl)cyclopentane-1,3-diamine COC=1C(=NC=CC1)C=1C=NC(=CC1)N([C@@H]1C[C@H](CC1)N)C=1N=NC(=CN1)C